(3R,5R,8R,9S,10S,13S,14S,17R)-3-ethyl-10,13-dimethyl-17-((2R,3S)-4,4,4-trifluoro-3-hydroxybutan-2-yl)hexadecahydro-1H-cyclopenta[a]phenanthren-3-ol C(C)[C@]1(CC[C@@]2([C@H]3CC[C@@]4([C@H](CC[C@H]4[C@@H]3CC[C@@H]2C1)[C@@H](C)[C@@H](C(F)(F)F)O)C)C)O